3,5-dimethyl-1,2,4-oxadiazole CC1=NOC(=N1)C